C(C)C1(CN2CCC1CC2)NC(=O)NC2(CC2)C2=CC=C(C=C2)C2=CC=C(C=C2)COCCOC 1-(3-Ethylquinuclidin-3-yl)-3-(1-(4'-((2-methoxyethoxy)methyl)-[1,1'-biphenyl]-4-yl)cyclopropyl)urea